4-(4-(4-(3-(dimethylamino)prop-1-yn-1-yl)-3-fluorophenyl)-3,6-dihydropyridin-1(2H)-yl)-2-methyl-2-(methylsulfonyl)butanoic acid CN(CC#CC1=C(C=C(C=C1)C=1CCN(CC1)CCC(C(=O)O)(S(=O)(=O)C)C)F)C